NC1=C2N=CN(C2=NC=N1)CC(=O)N1[C@@H]2C[C@@H]2C[C@H]1C(=O)OCC1=CC=CC=C1 (1R,3S,5R)-benzyl 2-(2-(6-amino-9H-purin-9-yl)acetyl)-2-azabicyclo[3.1.0]hexane-3-carboxylate